((1R,5S)-8-(5-fluoropyridin-2-yl)-3,8-diazabicyclo[3.2.1]octan-3-yl)(3-(quinolin-5-yloxy)azetidin-1-yl)methanone FC=1C=CC(=NC1)N1[C@H]2CN(C[C@@H]1CC2)C(=O)N2CC(C2)OC2=C1C=CC=NC1=CC=C2